ClC1=C(C=2C=3C=CC(=CC3N(C(N(C2N=C1)CC)=O)C1=C(C=C(C=C1F)NCCNC)F)Cl)C 4,13-dichloro-10-(2,6-difluoro-4-{[2-(methylamino)ethyl]amino}phenyl)-8-ethyl-3-methyl-6,8,10-triazatricyclo[9.4.0.02,7]pentadeca-1(11),2(7),3,5,12,14-hexaen-9-one